FC1(CCC(CC1)C1=NC=CC(=C1NC(=O)C=1C=NC(=NC1)C(F)F)C1=NC=CC=C1F)F N-(2'-(4,4-difluorocyclohexyl)-3-fluoro-[2,4'-bipyridin]-3'-yl)-2-(difluoromethyl)pyrimidine-5-carboxamide